BrC1=C(C=NC2=CC=C(C=C12)Cl)N1CCC(CC1)OC(F)(F)F 4-bromo-6-chloro-3-[4-(trifluoromethoxy)-1-piperidyl]quinoline